2-(1-Methyl-1H-1,2,4-triazol-3-yl)-5-nitrophenol CN1N=C(N=C1)C1=C(C=C(C=C1)[N+](=O)[O-])O